3-(benzenesulfonyl)propionyl chloride C1(=CC=CC=C1)S(=O)(=O)CCC(=O)Cl